1-(5-chloro-2-methylphenyl)-3-(5-oxo-1-phenylpyrrolidin-3-yl)thiourea ClC=1C=CC(=C(C1)NC(=S)NC1CN(C(C1)=O)C1=CC=CC=C1)C